(S)-2-(4-(2-(1-Cyclopropylethyl)-1-oxoisoindolin-5-yl)pyridin-2-yl)-N,5-dimethyl-1H-imidazole-4-carboxamide trifluoroacetate salt FC(C(=O)O)(F)F.C1(CC1)[C@H](C)N1C(C2=CC=C(C=C2C1)C1=CC(=NC=C1)C=1NC(=C(N1)C(=O)NC)C)=O